tert-Butyl (S)-((3'-chloro-2'-(3-(5-((3-hydroxyazetidin-1-yl)methyl)picolinamido)-2-methylphenyl)-6-methoxy-[2,4'-bipyridin]-5-yl)methyl)((5-oxopyrrolidin-2-yl)methyl)carbamate ClC=1C(=NC=CC1C1=NC(=C(C=C1)CN(C(OC(C)(C)C)=O)C[C@H]1NC(CC1)=O)OC)C1=C(C(=CC=C1)NC(C1=NC=C(C=C1)CN1CC(C1)O)=O)C